3,3'-dichloro-[2,2'-binaphthalene]-1,1',4,4'-tetrone ClC1=C(C(C2=CC=CC=C2C1=O)=O)C=1C(C2=CC=CC=C2C(C1Cl)=O)=O